tert-butyl (1s,3s)-3-(prop-2-yn-1-yloxy)cyclobutane-1-carboxylate C(C#C)OC1CC(C1)C(=O)OC(C)(C)C